CC=1C=C(C(=NC1C)C=1C=2N(C(=CC1)CCC(=O)O)C=CN2)C(F)(F)F 3-(8-(5,6-dimethyl-3-(trifluoromethyl)pyridin-2-yl)imidazo[1,2-a]pyridin-5-yl)propionic acid